NC=1C=C(C(=C(C1)C(C)=O)F)C(F)(F)F 1-[5-amino-2-fluoro-3-(trifluoromethyl)phenyl]ethanone